4-(Bis(4-fluorophenyl)methyl)-2-(cyclopropylcarbamoyl)piperazine-1-carboxylic acid tert-butyl ester C(C)(C)(C)OC(=O)N1C(CN(CC1)C(C1=CC=C(C=C1)F)C1=CC=C(C=C1)F)C(NC1CC1)=O